5-(2-chloro-3-fluorophenyl)-3-((cyclopropylmethyl)amino)-7-fluoro-4H-benzo[e][1,2,4]thiadiazine 1,1-dioxide ClC1=C(C=CC=C1F)C1=CC(=CC2=C1NC(=NS2(=O)=O)NCC2CC2)F